4-chloro-N-[1-(2,2-difluoroethyl)-5-fluoro-6-oxopyridin-3-yl]-5-(trifluoromethyl)thiophene-2-carboxamide ClC=1C=C(SC1C(F)(F)F)C(=O)NC1=CN(C(C(=C1)F)=O)CC(F)F